ClC1=C(C=CC(=C1)F)N1N=CC(=C1)C(=O)N1[C@@H](C[C@@H](C1)OC1=CC(=CC=C1)C=1C2=CN(N=C2C=CC1)CCCCO)C(=O)OC methyl (2S,4S)-1-[1-(2-chloro-4-fluoro-phenyl)pyrazole-4-carbonyl]-4-[3-[2-(4-hydroxybutyl)indazol-4-yl]phenoxy]pyrrolidine-2-carboxylate